2-(4-(4-((2-(2,6-dioxopiperidin-3-yl)-4-fluoro-1-oxoisoindolin-5-yl)methyl)piperazin-1-yl)phenyl)-2H-indazole-7-carboxamide O=C1NC(CCC1N1C(C2=CC=C(C(=C2C1)F)CN1CCN(CC1)C1=CC=C(C=C1)N1N=C2C(=CC=CC2=C1)C(=O)N)=O)=O